[NH2+]1CCOCC1 Morpholinium